tert-butyl 3-[({[3-(2,6-dimethoxyphenyl)-1-{[2-(trimethylsilyl)ethoxy]methyl}pyrrolo[2,3-b]pyridin-6-yl]carbamoyl}amino)methyl]-3-fluoroazetidine-1-carboxylate COC1=C(C(=CC=C1)OC)C1=CN(C2=NC(=CC=C21)NC(=O)NCC2(CN(C2)C(=O)OC(C)(C)C)F)COCC[Si](C)(C)C